BrC=1C(=C(C=CC1)NC=1N=CC=C2C=C(C(=NC12)C(F)(F)F)CN1CC(CC1)O)C 1-((8-(3-bromo-2-methylphenylamino)-2-(trifluoromethyl)-1,7-naphthyridin-3-yl)methyl)pyrrolidin-3-ol